C1(CC1)C=1C=C2C(C(N(C2=CC1)CC(=O)OC)=O)(C)C methyl 2-(5-cyclopropyl-3,3-dimethyl-2-oxoindol-1-yl)acetate